FC1=C(C=C(C=C1)CC1=NNC(C2=CC=CC=C12)=O)C1=CC2=C(NC(=N2)NC(=O)NCCC2CCN(CC2)C)C=C1 1-(5-(2-Fluoro-5-((4-oxo-3,4-dihydrophthalazin-1-yl)methyl)phenyl)-1H-benzoimidazol-2-yl)-3-(2-(1-methylpiperidin-4-yl)ethyl)urea